COC1=CC=C(C(=O)ON2C(CCC2=O)=O)C=C1 2,5-dioxopyrrolidin-1-yl 4-methoxybenzoate